2-ethyl-9-(2-ethylhexyloxy)anthracene C(C)C1=CC2=C(C3=CC=CC=C3C=C2C=C1)OCC(CCCC)CC